2-((3R,4R)-3-Amino-4-fluoropiperidin-1-yl)-1-((5-cyanopyrimidin-2-yl)methyl)-1H-benzo[d]imidazol-5-carbonitril N[C@@H]1CN(CC[C@H]1F)C1=NC2=C(N1CC1=NC=C(C=N1)C#N)C=CC(=C2)C#N